benzyl-trimethylammonium 1,1-difluoro-2-hydroxyethane-1-sulfonate FC(CO)(S(=O)(=O)[O-])F.C(C1=CC=CC=C1)[N+](C)(C)C